4-(methoxymethyl)-N-propyl-6-(thiazol-4-ylmethoxy)-9H-pyrido[3,4-b]indole-3-carboxamide COCC1=C(N=CC=2NC3=CC=C(C=C3C21)OCC=2N=CSC2)C(=O)NCCC